dimethyldihydroimidazole CC1N(C=CN1)C